[Zn].[Se].[Zn] zinc-selenium-zinc